BrC1=CC=CC=2N(C(=NC21)C(F)(F)F)COCC[Si](C)(C)C 4-bromo-2-(trifluoromethyl)-1-((2-(trimethylsilyl)ethoxy)methyl)-1H-benzo[d]imidazole